4-((2S)-1-((5-methoxy-7-methyl-1H-indol-4-yl)methyl)-4-(tetrahydro-2H-pyran-4-yl)piperidin-2-yl)benzoic Acid COC=1C(=C2C=CNC2=C(C1)C)CN1[C@@H](CC(CC1)C1CCOCC1)C1=CC=C(C(=O)O)C=C1